N-((6-(benzylamino)-1H-indol-2-yl)methyl)-1-methylcyclopropanecarboxamide C(C1=CC=CC=C1)NC1=CC=C2C=C(NC2=C1)CNC(=O)C1(CC1)C